C(C1=CC=CC=C1)OC(=O)N[C@H]1C[C@H](N(C1)C(=O)OC(C)(C)C)C(=O)OC 1-tert-butyl 2-methyl (2S,4S)-4-{[(benzyloxy)carbonyl]-amino}pyrrolidine-1,2-dicarboxylate